C(C(C)C)C=1C=CC2=C(SC=C2)C1C#N 6-Isobutylbenzo[b]thiophene-7-carbonitrile